tert-butyl (1S,4S)-5-(4-amino-2-fluorophenyl)-2,5-diazabicyclo[2.2.1]heptane-2-carboxylate NC1=CC(=C(C=C1)N1[C@@H]2CN([C@H](C1)C2)C(=O)OC(C)(C)C)F